NC1=C(C=C(C=2C(C3=CC=CC=C3C(C12)=O)=O)O)OC1=CC=C(C=C1)OC 1-amino-4-hydroxy-2-(4-methoxyphenoxy)anthraquinone